C(CCC)C1=NC2(C(N1CC1=CC=C(C=C1)B1OC(C(O1)(C)C)(C)C)=O)CCCC2 2-Butyl-3-(4-(4,4,5,5-tetramethyl-1,3,2-dioxaborolan-2-yl)benzyl)-1,3-diazaspiro[4.4]non-1-en-4-one